(R)-4-((1-(3-(difluoromethyl)-2-fluorophenyl)ethyl)amino)-6-methoxy-N-(2-methoxyethyl)-N,2-dimethylquinazoline-7-carboxamide FC(C=1C(=C(C=CC1)[C@@H](C)NC1=NC(=NC2=CC(=C(C=C12)OC)C(=O)N(C)CCOC)C)F)F